COC=1C=C(C=CC1)C1=NOC(=N1)C1CCN(CC1)C=1SC2=C(C(N1)=O)C=C(C(=C2[N+](=O)[O-])C)C(F)(F)F 2-(4-(3-(3-methoxyphenyl)-1,2,4-oxadiazol-5-yl)piperidin-1-yl)-7-methyl-8-nitro-6-(trifluoromethyl)-4H-benzo[e][1,3]thiazin-4-one